IC([C@@H]1[C@H](C[C@@H](O1)N1C(=O)N=C(N)C=C1)O)O 5'-iodo-2'-deoxycytidine